CN(C)CC=1C=NN(C1)C[C@H](C(=O)OCC1=CC=CC=C1)OC(NC1=C2CCCC2=CC=2CCCC12)=O Benzyl (2R)-3-{4-[(dimethylamino)methyl]-1H-pyrazol-1-yl}-2-{[(1,2,3,5,6,7-hexahydro-s-indacen-4-yl)carbamoyl]oxy}propanoate